((tert-butyl-(dimethyl)silyl)oxymethyl)phenol C(C)(C)(C)[Si](OCC1=C(C=CC=C1)O)(C)C